C(N)(=O)CN1C[C@@H]([C@@H](CC1)NC1=C2C=C(N(C2=CC=C1)CC(F)(F)F)C#CCNC1=C(C=C(C(=O)OC)C=C1)OC)F methyl 4-{[3-(4-{[(3S,4R)-1-(carbamoylmethyl)-3-fluoropiperidin-4-yl]amino}-1-(2,2,2-trifluoroethyl)-1H-indol-2-yl)prop-2-yn-1-yl]amino}-3-methoxybenzoate